C(C=C)(=O)OCCCCCCCC[Si](OC)(CC)CC acryloyloxyoctyldiethylmethoxysilane